COC1=CC2=CC=CC=C2NC3=CC=CC=C31 10-METHOXYIMINOSTILBENE